2-acetamido-N-((6,7-dichloro-3-(1H-pyrazol-4-yl)-1H-indol-2-yl)methyl)acetamide C(C)(=O)NCC(=O)NCC=1NC2=C(C(=CC=C2C1C=1C=NNC1)Cl)Cl